2-(2-(4,4-difluoropiperidin-1-yl)-4-nitrophenyl)-1,3,4-oxadiazole FC1(CCN(CC1)C1=C(C=CC(=C1)[N+](=O)[O-])C=1OC=NN1)F